trideuteriomethylamine hydrochloride Cl.[2H]C([2H])([2H])N